ClC1=CC=C(C=C1)C([C@@H]1C(CN(CC1)CC=1C=C2CN(C(C2=CC1)=O)C1C(NC(CC1)=O)=O)(F)F)C1=CC=C(C=C1)Cl 3-(5-(((R)-4-(bis(4-chlorophenyl)methyl)-3,3-difluoropiperidin-1-yl)methyl)-1-oxoisoindolin-2-yl)piperidine-2,6-dione